C12(CC(C1)C2)N(S(=O)(=O)C2=C(C(=C(C(=C2F)F)F)F)F)CC(=O)N(CC2=CC(=CC(=C2)C2CC2)C(C)(C)C)C2=CC(=C(C(=O)O)C=C2)O 4-(2-(N-(bicyclo[1.1.1]pentan-1-yl)-(2,3,4,5,6-pentafluorophenyl)sulfonamido)-N-(3-(tert-butyl)-5-cyclopropylbenzyl)acetamido)-2-hydroxybenzoic acid